9-phenyl-3,6-diaminocarbazole C1(=CC=CC=C1)N1C2=CC=C(C=C2C=2C=C(C=CC12)N)N